C[C@@H]1CN(CCC1=O)C(=O)[O-] |r| racemic-3-methyl-4-oxopiperidine-1-carboxylate